4-(7-fluoro-1-methyl-benzimidazol-5-yl)oxy-3-methyl-aniline hydrochloride Cl.FC1=CC(=CC2=C1N(C=N2)C)OC2=C(C=C(N)C=C2)C